C1(=C(C=CC=C1)C1=NC=2N(C=C1)C1=C(N2)C=CC=C1)C 2-(o-tolyl)benzo[4,5]imidazo[1,2-a]pyrimidine